N1(CCNCC1)C(=O)OC=1C=NC(=CC1)[N+](=O)[O-] 6-nitropyridin-3-yl piperazine-1-carboxylate